bis(2-ethyl-4-hydroxyphenyl) sulfone C(C)C1=C(C=CC(=C1)O)S(=O)(=O)C1=C(C=C(C=C1)O)CC